2-{[(1S)-1-{4-[(4-Acryloylpiperazin-1-yl)methyl]phenyl}ethyl]amino}-8-(4-ethynyl-2-fluorobenzyl)pyrido[2,3-d]pyrimidin-7(8H)-on C(C=C)(=O)N1CCN(CC1)CC1=CC=C(C=C1)[C@H](C)NC=1N=CC2=C(N1)N(C(C=C2)=O)CC2=C(C=C(C=C2)C#C)F